3-(3,5-difluoro-4-bromophenoxy)azetidine-1-carboxylic acid tert-butyl ester C(C)(C)(C)OC(=O)N1CC(C1)OC1=CC(=C(C(=C1)F)Br)F